1-[3-fluoro-2-(3,3,3-trifluoro-2-hydroxypropoxy)phenyl]ethanone FC=1C(=C(C=CC1)C(C)=O)OCC(C(F)(F)F)O